NC=1N=C(N(C1)C)N amino-2-amino-1-methylimidazole